C(C)N1N=C(C=C1C(=O)NC=1NC2=C(N1)C=CC(=C2)C(=O)N)C 2-[(2-ethyl-5-methyl-pyrazole-3-carbonyl)amino]benzimidazole-5-carboxamide